N-(4-(4-amino-7-isopropyl-7H-pyrrolo[2,3-d]pyrimidin-5-yl)benzyl)-2-ethoxybenzamide NC=1C2=C(N=CN1)N(C=C2C2=CC=C(CNC(C1=C(C=CC=C1)OCC)=O)C=C2)C(C)C